OCCC(NCCS(=O)(=O)O)(CCO)CCO N-tris(hydroxyethyl)methyl-2-aminoethanesulfonic acid